CC1=C(OC2=C1C=CC=C2)C=O 3-Methylbenzofuran-2-carbaldehyde